BrC(C)C=1C=C(C=C2C(C(=C(OC12)C1CCC(CC1)(F)F)C)=O)C 8-(1-Bromoethyl)-2-(4,4-difluorocyclohexyl)-3,6-dimethyl-chromen-4-one